NC1=CC=C(C=N1)/C=C/C(=O)NCC=1OC2=C(C1)C=C(C=C2C2=CC=C(C=C2)F)C2=C(C=C(C=C2)C(=O)N2CCC(CC2)(F)F)F (E)-3-(6-aminopyridin-3-yl)-N-((5-(4-(4,4-difluoropiperidine-1-carbonyl)-2-fluorophenyl)-7-(4-fluorophenyl)benzofuran-2-yl)methyl)acrylamide